2-((2R,5R)-2-(((3R,5R)-3,5-dimethylmorpholino)methyl)-5-methylpiperazin-1-yl)-1-((S)-7-(4-fluorobenzyl)-2-phenyl-2,3-dihydro-1H-pyrido[2,3-b][1,4]oxazin-1-yl)ethan-1-one C[C@@H]1COC[C@H](N1C[C@@H]1N(C[C@H](NC1)C)CC(=O)N1C2=C(OC[C@@H]1C1=CC=CC=C1)N=CC(=C2)CC2=CC=C(C=C2)F)C